N-[1-(4-Chloro-3-cyano-1H-indazol-7-yl)piperidin-4-yl]-4-[4-(dibutoxymethyl)piperidin-1-yl]-2-fluorobenzamide ClC1=C2C(=NNC2=C(C=C1)N1CCC(CC1)NC(C1=C(C=C(C=C1)N1CCC(CC1)C(OCCCC)OCCCC)F)=O)C#N